tert-butyl 4-(4-((3-((3-amino-6-chloropyridazin-4-yl)oxy)piperidin-1-yl)methyl)phenyl)piperazine-1-carboxylate NC=1N=NC(=CC1OC1CN(CCC1)CC1=CC=C(C=C1)N1CCN(CC1)C(=O)OC(C)(C)C)Cl